tetrakis(triphenyl-phosphine) palladium (0) [Pd].C1(=CC=CC=C1)P(C1=CC=CC=C1)C1=CC=CC=C1.C1(=CC=CC=C1)P(C1=CC=CC=C1)C1=CC=CC=C1.C1(=CC=CC=C1)P(C1=CC=CC=C1)C1=CC=CC=C1.C1(=CC=CC=C1)P(C1=CC=CC=C1)C1=CC=CC=C1